ethyl (R)-4-((4'-(1,1,1,3,3,3-hexafluoro-2-hydroxypropan-2-yl)-[1,1'-biphenyl]-4-yl)methyl)-1-(pyridin-4-ylmethyl)piperazine-2-carboxylate FC(C(C(F)(F)F)(O)C1=CC=C(C=C1)C1=CC=C(C=C1)CN1C[C@@H](N(CC1)CC1=CC=NC=C1)C(=O)OCC)(F)F